NC1=NC2=C(C=C(C=C2C=N1)C=1C(=C(C=CC1F)NS(=O)(=O)C1=CC(=CC=2C(COC21)O)Cl)F)F N-(3-(2-amino-8-fluoroquinazolin-6-yl)-2,4-difluorophenyl)-5-chloro-3-hydroxy-2,3-dihydrobenzofuran-7-sulfonamide